CC1=C(C=C(C=N1)NC(C[C@H]1OCC[C@H](C1)C(F)(F)F)=O)C=1C=NC2=CC(=NC=C2C1)NC N-(6-Methyl-5-(7-(methylamino)-1,6-naphthyridin-3-yl)pyridin-3-yl)-2-((2S,4R)-4-(trifluoromethyl)tetrahydro-2H-pyran-2-yl)acetamide